C1(CCCC(C)O1)=O ε-HexaNolactone